N-Cyclopentyl-N-(5-(4-(methylcarbamoyl)phenyl)-4-phenylthiazole-2-carbonyl)glycine C1(CCCC1)N(CC(=O)O)C(=O)C=1SC(=C(N1)C1=CC=CC=C1)C1=CC=C(C=C1)C(NC)=O